C(C)N(CC)[Si](C)(C)C N,N-diethylamino-trimethylsilane